tert-Butyl 3-(1-methyl-1H-indazol-4-yl)azetidine-1-carboxylate CN1N=CC2=C(C=CC=C12)C1CN(C1)C(=O)OC(C)(C)C